10-methoxy-5-methyl-6H-pyrido[4,3-b]carbazole COC=1C=2C=3C=C4C(=C(C3NC2C=CC1)C)C=CN=C4